1-methyl-5-methylene-8-(1-methylethyl)-1,6-cyclodecadiene CC1=CCCC(C=CC(CC1)C(C)C)=C